S1C(=NC2=C1C=CC=C2)C2=CC=C(C=C2)N(C2=CC=C(C=C2)C2=CC1=C(N=C(O1)C1=CC=CC=C1)C=C2)C2=CC=C(C=C2)C=2SC1=C(C2)C=CC=C1 N-(4-benzothiazol-2-yl-phenyl)-N-(4-benzothien-2-yl-phenyl)-N-{4-(2-phenyl-benzooxazol-6-yl)-phenyl}-amine